N-hydroxy-1,1-dimethyl-2-(6-(trifluoromethyl)-1H-benzo[d]imidazol-2-yl)isoindoline-4-carboxamide ONC(=O)C=1C=2CN(C(C2C=CC1)(C)C)C1=NC2=C(N1)C=C(C=C2)C(F)(F)F